(Z)-3-((5-(difluoromethoxy)pyridin-2-yl)oxy)-N'-hydroxybenzimidamide FC(OC=1C=CC(=NC1)OC=1C=C(/C(/N)=N/O)C=CC1)F